ClC1=C(C=CC=C1)S(=O)(=O)NC1=NC(=C(C=C1)C=1C=C(C=2N=C(N=CC2N1)NC1CCC(CC1)N(C)C)CC)C 2-chloro-N-(5-(2-(((1r,4r)-4-(dimethylamino)cyclohexyl)-amino)-8-ethylpyrido[3,2-d]-pyrimidin-6-yl)-6-methyl-pyridin-2-yl)benzenesulfonamide